(S)-1-methyl-5-(1-(1-phenylethyl)-1H-pyrazol-4-yl)pyridin-2(1H)-one CN1C(C=CC(=C1)C=1C=NN(C1)[C@@H](C)C1=CC=CC=C1)=O